NCC[C@@H](C)NC(=O)C1=CC2=CC=CC(=C2C=C1)OC1=CC=C(C=C1)C(F)(F)F (R)-N-(4-aminobutan-2-yl)-5-(4-(trifluoromethyl)phenoxy)-2-naphthamide